3-[4-(4-{[4-(propan-2-yl)phenyl]methyl}piperazine-1-sulfonyl)phenyl]-1-(pyridin-3-ylmethyl)urea CC(C)C1=CC=C(C=C1)CN1CCN(CC1)S(=O)(=O)C1=CC=C(C=C1)NC(NCC=1C=NC=CC1)=O